CC=1N(C(=C(N1)O)C)C1=CC=CC=C1 2,5-dimethyl-1-phenyl-1H-imidazol-4-ol